tetraglycidyl-bis-(p-aminophenyl)methane C(C1CO1)C1=C(C(=C(C(=C1CC1=CC=C(C=C1)N)CC1CO1)CC1CO1)N)CC1CO1